N1=CC=C(C=C1)C(C(=O)[O-])C.[Na+] (rac)-sodium 2-(pyridin-4-yl)propanoate